(6S,8R)-N-(6-(difluoromethoxy)-5-methylpyridin-3-yl)-2-fluoro-8-methyl-8-(1-methyl-1H-pyrazol-4-yl)-7,8-dihydro-6H-cyclopenta[e]pyrazolo[1,5-a]pyrimidine-6-carboxamide FC(OC1=C(C=C(C=N1)NC(=O)[C@H]1C[C@@](C2=C1C=NC=1N2N=C(C1)F)(C=1C=NN(C1)C)C)C)F